C(C)O[Si](CCCCCC[SiH2]C(N(CC)CC)N(CC)CC)(OCC)OCC 1-triethoxysilyl-6-bis(diethylamino)methylsilylhexane